N'-(picolyl)cyclohexane-1,2-diamine N1=C(C=CC=C1)CNC1C(CCCC1)N